(3Z)-6-iodo-3-hexenylbenzyloxymethyl ether IC1=CC=C(C=C1COCOCOCC1=CC(=CC=C1I)C=CCCCC)C=CCCCC